N-Boc-N-(4-methylphenyl)benzophenone hydrazone C(=O)(OC(C)(C)C)N(N=C(C1=CC=CC=C1)C1=CC=CC=C1)C1=CC=C(C=C1)C